FC(C1CC(C1)CN1N=C(N=C1)C(=O)OC)(F)F methyl 1-(((1S,3S)-3-(trifluoromethyl)cyclobutyl)methyl)-1H-1,2,4-triazole-3-carboxylate